4,5,6,7-tetrahydropyrazolo[4,3-c]pyridine-3-carbonitrile N1N=C(C=2CNCCC21)C#N